COC(C1CC2(C1)CCN(CC2)C2=CC(=C(C=C2F)C2C(COC1=CC(=CC=C21)O)C2=CC=CC=C2)OC)OC 4-(4-(2-(dimethoxymethyl)-7-azaspiro[3.5]nonan-7-yl)-5-fluoro-2-methoxyphenyl)-3-phenylchroman-7-ol